5-Oxo-L-prolin O=C1CC[C@H](N1)C(=O)O